8-[(2s,5r)-2,5-dimethyl-4-[(4-methyl-3-oxo-3,4-dihydro-2H-1,4-benzoxazin-5-yl)methyl]piperazin-1-yl]-5-methyl-6-oxo-5,6-dihydro-1,5-naphthyridine-2-carbonitrile C[C@@H]1N(C[C@H](N(C1)CC1=CC=CC2=C1N(C(CO2)=O)C)C)C2=CC(N(C=1C=CC(=NC21)C#N)C)=O